NC1=NC=CC=C1C1=NC=2C(=NC(=CC2)N2N=CC=C2)N1C=1C=C2CC[C@@H](C2=CC1)NC(C1=C(C(=C(C(=C1)C=O)O)F)Cl)=O N-[(1S)-5-[2-(2-aminopyridin-3-yl)-5-(pyrazol-1-yl)imidazo[4,5-b]pyridin-3-yl]-2,3-dihydro-1H-inden-1-yl]-2-chloro-3-fluoro-5-formyl-4-hydroxybenzamide